FC([C@@H](C1=CC=CC=C1)N[S@@](=O)C(C)(C)C)(S(=O)(=O)C1=CC=CC=C1)F (S)-N-((R)-2,2-difluoro-1-phenyl-2-(phenylsulfonyl)ethyl)-2-methylpropane-2-sulfinamide